methyl (2R,3S,5R)-3-((N,N-dimethylsulfamoyl)amino)-5-methyl-2-(((6-(pyrazin-2-yl)bicyclo[4.1.0]heptan-3-yl)oxy)methyl)pyrrolidine-1-carboxylate CN(S(=O)(=O)N[C@@H]1[C@@H](N([C@@H](C1)C)C(=O)OC)COC1CC2CC2(CC1)C1=NC=CN=C1)C